2,2-difluoro-2-(5-(trifluoromethylthio)pyridin-2-yl)acetic acid FC(C(=O)O)(C1=NC=C(C=C1)SC(F)(F)F)F